4-(1-((6-((6-azaspiro[3.4]octan-6-yl)methyl)imidazo[1,2-a]pyridin-2-yl)methyl)-1H-1,2,3-triazol-4-yl)-1-(tetrahydro-2H-pyran-2-yl)-1H-indazole-6-amine C1CCC12CN(CC2)CC=2C=CC=1N(C2)C=C(N1)CN1N=NC(=C1)C1=C2C=NN(C2=CC(=C1)N)C1OCCCC1